5-amino-2-(trifluoromethyl)benzimidazole methyl-4-nitro-3-(piperazin-1-yl)benzoate COC(C1=CC(=C(C=C1)[N+](=O)[O-])N1CCNCC1)=O.NC1=CC2=C(N=C(N2)C(F)(F)F)C=C1